N1C=CC=2C(=CC=CC12)OCC1=C(C=O)C=CC=C1 (indole-4-oxymethyl)-benzaldehyde